C(C)(C)(C)OC(=O)N[C@@H](C[C@H]1C(NCC1)=O)C(=O)O N-(tert-butoxycarbonyl)-3-[(3S)-2-oxopyrrolidin-3-yl]-Z-alanine